2-[3-(2-methyl-4-nitro-pyrazol-3-yl)propyl]isoindoline-1,3-dione CN1N=CC(=C1CCCN1C(C2=CC=CC=C2C1=O)=O)[N+](=O)[O-]